FC1=C(C(=O)N([C@H]2CNCCC2)C2=NC=CC3=C2C(=CS3)C)C=CC(=C1)C=1SC(=NN1)C (R)-2-fluoro-4-(5-methyl-1,3,4-thiadiazol-2-yl)-N-(3-methylthieno[3,2-c]pyridin-4-yl)-N-(piperidin-3-yl)benzamide